C(C1=CC=CC=C1)SCC(C(=O)O)S 3-benzylsulfanyl-sulfanyl-propionic acid